acryloyloxypropyl-methyl-diethoxysilane C(C=C)(=O)OCCC[Si](OCC)(OCC)C